FC(CNC(=O)C=1C=NN2C1C=C(C=C2)C2=CNC=1N=C(N=CC12)NCC(C)(F)F)F N-(2,2-difluoroethyl)-5-(2-((2,2-difluoropropyl)amino)-7H-pyrrolo[2,3-d]pyrimidin-5-yl)pyrazolo[1,5-a]pyridine-3-carboxamide